ClC1=CC=C(C=C1)C=1NC(=CN1)C(=O)O 2-(4-chlorophenyl)-1H-imidazole-5-carboxylic acid